ON1N=NC(=C1)C(=O)OCC ethyl 1-hydroxy-1H-1,2,3-triazole-4-carboxylate